(Racemic)-N-((2-(6-(3-(hydroxymethyl)-3-methylpyrrolidin-1-yl)pyridin-2-yl)-1,6-naphthyridin-7-yl)methyl)-5-(methylsulfonyl)nicotinamide OC[C@]1(CN(CC1)C1=CC=CC(=N1)C1=NC2=CC(=NC=C2C=C1)CNC(C1=CN=CC(=C1)S(=O)(=O)C)=O)C |r|